N-(2-(2-(1H-tetrazol-5-yl)phenyl)-6-(3,4-dihydroisoquinolin-2(1H)-yl)pyridin-4-yl)-2-(p-tolyl)acetamide N1N=NN=C1C1=C(C=CC=C1)C1=NC(=CC(=C1)NC(CC1=CC=C(C=C1)C)=O)N1CC2=CC=CC=C2CC1